C(CCCCCCC\C=C/CCCCCCCC)(=O)O.OCC(O)CO.OCC(O)CO.OCC(O)CO.OCC(O)CO.OCC(O)CO pentaglycerol oleate